(4,1-phenylene)bis(phosphonic acid) C1(=CC=C(C=C1)P(O)(O)=O)P(O)(O)=O